C(C)(C)(C)C1=CC=C2C(NS(C3=CC=CC(N[C@H](CC[C@H]4CC(N(C2=N1)C4)(C)C)C4=CC=CC(=N4)C#N)=N3)(=O)=O)=O 6-[(14S,17R)-8-tert-butyl-12,12-dimethyl-2,2,4-trioxo-2λ6-thia-3,9,11,18,23-pentaazatetracyclo[17.3.1.111,14.05,10]tetracosa-1(22),5,7,9,19(23),20-hexaen-17-yl]pyridine-2-carbonitrile